C1(CCCCC1)C1=CC=C(C=C1)NC=1C2=C(N=C(N1)C1CCOCC1)C(N(C2)C(C)C)=O 4-[(4-cyclohexylphenyl)amino]-2-(oxan-4-yl)-6-(propan-2-yl)-5,6-dihydro-7H-pyrrolo[3,4-d]pyrimidin-7-one